tert-Butyl 6-((ethylamino)methyl)-4-(4-methoxybenzyl)-5-oxo-1,4-diazepane-1-carboxylate C(C)NCC1C(N(CCN(C1)C(=O)OC(C)(C)C)CC1=CC=C(C=C1)OC)=O